1-(trans-4-((4-(4-chloro-1H-pyrazol-3-yl)-5-cyanopyrimidin-2-yl)amino)cyclohexyl)-3-(2-methoxyethyl)-1-(5-(2-methoxypyrimidin-5-yl)pyrazin-2-yl)urea ClC=1C(=NNC1)C1=NC(=NC=C1C#N)N[C@@H]1CC[C@H](CC1)N(C(=O)NCCOC)C1=NC=C(N=C1)C=1C=NC(=NC1)OC